CC1=C(C(=CC(=C1)C)C)N1C(N(CC1)C1=C(C=C(C=C1C)C)C)=[Ru-4](=CCCC1=NC=CC=C1)(Cl)Cl [1,3-bis(2,4,6-trimethylphenyl)-2-imidazolidinylidene]dichloro[3-(2-pyridinyl)propylidene]ruthenium(II)